CN1C=NC(=C1)C=1C=C(C=CC1NC1=NC=C(C=C1)C(F)(F)F)NC(C=C)=O N-[3-(1-methylimidazol-4-yl)-4-[[5-(trifluoromethyl)-2-pyridyl]amino]phenyl]prop-2-enamide